C(C)(C)(C)OC(=O)N(C1=C(C=C2C(=N1)C=C(N2C(=O)OC(C)(C)C)NC(C2=C(C=CC=C2)F)=O)Br)C(=O)OC(C)(C)C tert-butyl 5-[bis(tert-butoxycarbonyl)amino]-6-bromo-2-[(2-fluorobenzoyl)amino]pyrrolo[3,2-b]pyridine-1-carboxylate